CC(C(=O)OCCCCCCN1C(N(C=CC1=S)CC)=O)=C 6-(3-ethyl-2-oxo-6-sulfanylidene-1,2,3,6-tetrahydropyrimidin-1-yl)hexyl 2-methylprop-2-enoate